(S)-5-(((1,3-dihydroxypropan-2-yl)amino)methyl)-N-(3'-(5-(((1-hydroxypropan-2-yl)amino)methyl)-4-methoxypicolinamido)-2,2'-dimethyl-[1,1'-biphenyl]-3-yl)-4-methoxypicolinamide OCC(CO)NCC=1C(=CC(=NC1)C(=O)NC=1C(=C(C=CC1)C1=C(C(=CC=C1)NC(C1=NC=C(C(=C1)OC)CN[C@H](CO)C)=O)C)C)OC